BrC1=CC=C(C=C1)C[C@@H](C(=O)O)NC(=O)C=1SC(=CC1)C(C)(C)C (S)-3-(4-Bromophenyl)-2-(5-(tert-butyl)thiophene-2-carboxamido)propanoic acid